4-(6-(Allyloxy)-2,3-dichlorophenyl)pyrrolidin-2-one C(C=C)OC1=CC=C(C(=C1C1CC(NC1)=O)Cl)Cl